N-[1-(4-formylcyclohexyl)-3-(5-methyl-2-pyridyl)pyrazol-4-yl]pyrazolo[1,5-a]pyrimidine-3-carboxamide C(=O)C1CCC(CC1)N1N=C(C(=C1)NC(=O)C=1C=NN2C1N=CC=C2)C2=NC=C(C=C2)C